8-ethynyl-6-methoxy-imidazo[1,5-a]Pyridine C(#C)C=1C=2N(C=C(C1)OC)C=NC2